tert-butyl (2S,6R)-4-(8-((7-fluoro-2-methyl-2H-indazol-5-yl) carbamoyl)-2-(methylsulfinyl) quinazolin-5-yl)-2,6-dimethylpiperazine-1-carboxylate FC1=CC(=CC2=CN(N=C12)C)NC(=O)C=1C=CC(=C2C=NC(=NC12)S(=O)C)N1C[C@@H](N([C@@H](C1)C)C(=O)OC(C)(C)C)C